NC1=CC=2N(C(=C1)C1=C(C(=C(C#N)C=C1)F)F)N=CN2 4-{7-amino-[1,2,4]triazolo[1,5-a]pyridin-5-yl}-2,3-difluorobenzonitrile